5-Bromo-4-methoxy-1H-indole-2-carbonitrile BrC=1C(=C2C=C(NC2=CC1)C#N)OC